CC1=C(C=CC(=C1C1=NC=CC=C1)NC1=NC=C(C=C1)C(F)(F)F)S(=O)(=O)N methyl-3-(2-pyridinyl)-4-[[5-(trifluoromethyl)-2-pyridinyl]amino]benzenesulfonamide